COC1=CC=C(C=C1)C(=[N+]=[N-])C1=CC=C(C=C1)OC bis(4-methoxyphenyl)diazomethane